O=C1NC=C(C2=CC=C(C=C12)NC(C(=O)N)=C)C1=C(C=CC=C1)C 2-((1-oxo-4-(o-tolyl)-1,2-dihydroisoquinolin-7-yl)amino)propenamide